Methyl O-(tert-butyldimethylsilyl)-N-(2-(4-(2-(tetrahydro-2H-pyran-4-yl)acetamido)piperidin-1-yl)thiazole-4-carbonyl)-L-serinate [Si](C)(C)(C(C)(C)C)OC[C@H](NC(=O)C=1N=C(SC1)N1CCC(CC1)NC(CC1CCOCC1)=O)C(=O)OC